dinaphthyl-bis(methoxymethyl)silane tert-butyl-(R)-5-((S)-(2-chlorophenyl)(hydroxy)methyl)-2,2-dimethyl-pyrrolidine-1-carboxylate C(C)(C)(C)OC(=O)N1C(CC[C@@H]1[C@@H](O)C1=C(C=CC=C1)Cl)(C)C.C1(=CC=CC2=CC=CC=C12)[Si](COC)(COC)C1=CC=CC2=CC=CC=C12